P(=S)(SC1=C(C=CC=C1)CCCCCCCCC)(OC1=C(C=CC=C1)CCCCCCCCC)[O-].[Mo+4].C(CCCCCCCC)C1=C(C=CC=C1)SP(=S)(OC1=C(C=CC=C1)CCCCCCCCC)[O-].C(CCCCCCCC)C1=C(C=CC=C1)SP(=S)(OC1=C(C=CC=C1)CCCCCCCCC)[O-].C(CCCCCCCC)C1=C(C=CC=C1)SP(=S)(OC1=C(C=CC=C1)CCCCCCCCC)[O-] molybdenum di(nonylphenyl) dithiophosphate